(R)-4-(5-fluoro-4-((R)-1-fluoroethyl)pyridin-3-yl)-2-(fluoromethyl)-5-oxo-1,4,5,7-tetrahydrofurano[3,4-b]pyridine-3-carboxylic acid methyl ester COC(=O)C=1[C@@H](C2=C(NC1CF)COC2=O)C=2C=NC=C(C2[C@@H](C)F)F